ClC=1C(=NC=CC1S)N1CC(CC1)O 1-(3-chloro-4-mercaptopyridin-2-yl)pyrrolidin-3-ol